ClC1=CC(=C(C=C1)[C@H](C(=O)C1=CNC2=C(C=C(C=C12)OC(F)(F)F)C)NC1=CC(=CC(=C1)S(=O)(=O)C)OC)OC |r| racemic-2-(4-chloro-2-methoxyphenyl)-2-((3-methoxy-5-(methylsulfonyl)phenyl)amino)-1-(7-methyl-5-(trifluoromethoxy)-1H-indol-3-yl)ethanone